FC1(CCC(C2=CC=C(C=C12)F)=O)F 4,4,6-trifluorotetralin-1-one